FC1=CC(=CC=2NC(=NC21)C=2C=NC=C(C2N2CC(C2)CN)C2=CC(=CC(=C2)OC)F)F 1-{1-[3-(4,6-difluoro-1H-1,3-benzodiazol-2-yl)-5-(3-fluoro-5-methoxyphenyl)pyridin-4-yl]azetidin-3-yl}methanamin